C(C)OC1=C(C=CC=C1)C1=CC=C(C(=N1)C(=O)N[C@@H]1CN(CC1)C)N1[C@@H](CN(CC1)C(=O)N1[C@@H](CCC1)C(F)(F)F)CC 6-(2-ethoxyphenyl)-3-[(2R)-2-ethyl-4-[(2S)-2-(trifluoromethyl)pyrrolidine-1-carbonyl]piperazin-1-yl]-N-[(3S)-1-methylpyrrolidin-3-yl]pyridine-2-carboxamide